2-(1-(1,4-diazepan-1-yl)butyl)-6-bromo-5-chloro-3-ethylquinazolin-4(3H)-one N1(CCNCCC1)C(CCC)C1=NC2=CC=C(C(=C2C(N1CC)=O)Cl)Br